benzothiophene-2-carboxylic acid ethyl ester C(C)OC(=O)C=1SC2=C(C1)C=CC=C2